1-(4-Methoxyphenyl)-3-(3,4,5-trihydroxyphenethyl)urea COC1=CC=C(C=C1)NC(=O)NCCC1=CC(=C(C(=C1)O)O)O